1-Eicosen C=CCCCCCCCCCCCCCCCCCC